NC1(CNC1)C=1C=C(CNC2=NNC3=CC=CC(=C23)C2=CC=C(C=C2)C=2CCCCC2)C=CC1 N-(3-(3-Aminoazetidin-3-yl)benzyl)-4-(2',3',4',5'-tetrahydro-[1,1'-biphenyl]-4-yl)-1H-indazol-3-amine